4-(4-trifluoromethylphenyl)thiophene FC(C1=CC=C(C=C1)C=1C=CSC1)(F)F